(S)-N-(3-(2-chloro-5-fluorophenyl)-6-(5-cyano-[1,2,4]triazolo[1,5-a]pyridin-6-yl)-1-oxoisoindolin-4-yl)-3-fluoro-5-(trifluoromethyl)benzamide ClC1=C(C=C(C=C1)F)[C@H]1NC(C2=CC(=CC(=C12)NC(C1=CC(=CC(=C1)C(F)(F)F)F)=O)C=1C=CC=2N(C1C#N)N=CN2)=O